7-((2-methyl-4-(3,3,4,4-tetrafluoropyrrolidin-1-yl)phenyl)amino)-2H-benzo[b][1,4]oxazin-3(4H)-on CC1=C(C=CC(=C1)N1CC(C(C1)(F)F)(F)F)NC=1C=CC2=C(OCC(N2)=O)C1